C[C@H]1[C@@H](N(CCO1)C(=O)OC(C)(C)C)C1=CC=C(C=C1)B1OC(C(O1)(C)C)(C)C tert-Butyl (2S,3S)-2-methyl-3-(4-(4,4,5,5-tetramethyl-1,3,2-dioxaborolan-2-yl)phenyl)morpholine-4-carboxylate